C1=CC=C2N=NC=C3C4=CC=NC5=NC=CC(C1=C23)=C45 4,5,9,10-tetra-azaperylene